ClC=1NC=2C(CCC[C@@H](CC(NC3=CC=CC=C3C1N2)=O)C)NC(\C=C\C2=C(C=CC(=C2)Cl)N2N=NN=C2)=O (E)-N-((S)-18-Chloro-11-methyl-9-oxo-8,17,19-triaza-tricyclo[14.2.1.02,7]nonadeca-1(18),2,4,6,16(19)-pentaen-15-yl)-3-(5-chloro-2-tetrazol-1-yl-phenyl)-acrylamide